phenol dihydrobromide Br.Br.C1(=CC=CC=C1)O